COC1=NC(=NC=C1)C(=O)OCC ethyl 4-methoxypyrimidine-2-carboxylate